FC1(CCC(CC1)N(C(=O)N[C@@H]1C[C@@H](C1)NC1=NC=2N([C@H](C(NC2C(=N1)C)=O)C(C)C)C)C)F (4,4-difluorocyclohexyl)-3-(cis-3-(((S)-7-isopropyl-4,8-dimethyl-6-oxo-5,6,7,8-tetrahydropteridin-2-yl)amino)cyclobutyl)-1-methylurea